ClC1=CN=CC(=N1)OC1C[C@H](N(CCC1)C(=O)OC(C)(C)C)C tert-butyl (2R)-4-((6-chloropyrazin-2-yl)oxy)-2-methylazepane-1-carboxylate